1-((1s,3s)-3-fluorocyclobutyl)-1H-1,2,4-triazol-3-amine FC1CC(C1)N1N=C(N=C1)N